C1(CC1)CNC1=C(C=C(C=C1)S(=O)(=O)CC)C1=CN(C(C2=CC=CC=C12)=O)C 4-[2-(cyclopropylmethylamino)-5-ethylsulfonylphenyl]-2-methylisoquinolin-1-one